3-(N-(6-((4-(((tert-butoxycarbonyl)amino)methyl)-1H-pyrazol-1-yl)methyl)-4-methoxybenzo[d]isoxazol-3-yl)sulfamoyl)-4-methoxybenzoic acid C(C)(C)(C)OC(=O)NCC=1C=NN(C1)CC1=CC2=C(C(=NO2)NS(=O)(=O)C=2C=C(C(=O)O)C=CC2OC)C(=C1)OC